2-Chloro-N-(2-{4-[(6-cyclopropylpyridin-2-yl)oxy]piperidin-1-yl}-2-[4-(difluoromethyl)-1,3-thiazol-5-yl]ethyl)-6-fluorobenzamid ClC1=C(C(=O)NCC(C2=C(N=CS2)C(F)F)N2CCC(CC2)OC2=NC(=CC=C2)C2CC2)C(=CC=C1)F